OC1(CC(C1)C(=O)N1CC2(C1)CC(C2)C2=CC(=CC=C2)C(C)C)C ((1s,3s)-3-hydroxy-3-methylcyclobutyl)(6-(3-isopropylphenyl)-2-azaspiro[3.3]hept-2-yl)methanone